(S)-1-(cyclopropyl(5-fluoro-3-methylbenzofuran-2-yl)methyl)-3-(pyridin-3-yl)urea C1(CC1)[C@H](NC(=O)NC=1C=NC=CC1)C=1OC2=C(C1C)C=C(C=C2)F